6-methoxy-N-(2-oxo-1-(1H-pyrazol-4-yl)-1,2-dihydropyridin-3-yl)-2H-indazole-5-carboxamide COC=1C(=CC2=CNN=C2C1)C(=O)NC=1C(N(C=CC1)C=1C=NNC1)=O